2-(imidazo[1,2-a]pyridin-7-yloxy)-N,N-dimethyl-ethan-1-amine N=1C=CN2C1C=C(C=C2)OCCN(C)C